C(C1=CC=CC=C1)[N+](C)(C)CCCCCCCCCCCCCC benzyl-tetradecyl-dimethyl-ammonium